choline chloride, 1-ethyl-3-methylimidazolium salt C(C)N1C=[N+](C=C1)C.[Cl-].OCC[N+](C)(C)C.[Cl-]